CN1CCC(CC1)CCC1OC(C(O1)COCCCCCCCC(=O)OC(CCCCCCCC)CCCCCCCC)COCCCCCCCC(=O)OC(CCCCCCCC)CCCCCCCC di(heptadecan-9-yl) 8,8'-(((2-(2-(1-methylpiperidin-4-yl)ethyl)-1,3-dioxolane-4,5-diyl)bis(methylene))bis(oxy))dioctanoate